2-fluoro-6-methoxy-3-(4-methylpyridin-3-yl)phenol FC1=C(C(=CC=C1C=1C=NC=CC1C)OC)O